isopropyl (S)-2-((R)-3-methyl-1-((S)-3-phenyl-2-(pyrazine-2-carboxamido)propanamido) butyl)-6-oxo-1,3,2-dioxaborinane-4-carboxylate CC(C[C@H](NC([C@H](CC1=CC=CC=C1)NC(=O)C1=NC=CN=C1)=O)B1OC(C[C@H](O1)C(=O)OC(C)C)=O)C